1-[1-(3-methoxyphenyl)-5-methyl-pyrazol-3-yl]piperazine COC=1C=C(C=CC1)N1N=C(C=C1C)N1CCNCC1